4-[2-[6-methoxy-4-[2-[2-(2-prop-2-ynoxyethoxy)ethoxy]ethoxymethyl]-3,4-dihydro-1H-isoquinolin-2-yl]-2-oxo-ethyl]sulfanyl-5-methyl-1H-pyrimidin-2-one COC=1C=C2C(CN(CC2=CC1)C(CSC1=NC(NC=C1C)=O)=O)COCCOCCOCCOCC#C